bis-(cyanoethyl) ether C(#N)CCOCCC#N